5,12-bis(biphenyl-2-yl)tetraphene C1(=C(C=CC=C1)C1=C2C=CC=CC2=C2C(=C3C=CC=CC3=CC2=C1)C1=C(C=CC=C1)C1=CC=CC=C1)C1=CC=CC=C1